BrC=1C=C(C=CC1)C=1N(C=CN1)C1=C(C=CC=C1C(C)C)C(C)C 2-(3-bromophenyl)-1-(2,6-diisopropylphenyl)-1H-imidazole